alpha-(2-oxo-bornane-3-ylidene)-toluene-4-sulfonic acid O=C1C2(CCC(C1=CC1=CC=C(C=C1)S(=O)(=O)O)C2(C)C)C